ClC1=C(C(=O)Cl)C=C(C=C1)OC1=C(C=C(C=C1)C(F)(F)F)Cl 2-chloro-5-(2-chloro-4-(trifluoromethyl)phenoxy)benzoyl chloride